1-((1R,5S)-8-(7-(3-hydroxynaphthalen-1-yl)-2-(((S)-1-methylpyrrolidin-2-yl)methoxy)quinazolin-4-yl)-3,8-diazabicyclo[3.2.1]octan-3-yl)-3-(piperidin-2-yl)propan-1-one OC=1C=C(C2=CC=CC=C2C1)C1=CC=C2C(=NC(=NC2=C1)OC[C@H]1N(CCC1)C)N1[C@H]2CN(C[C@@H]1CC2)C(CCC2NCCCC2)=O